2-{3-[(4-methanesulfonyl-2-methoxyphenyl)amino]prop-1-yn-1-yl}-N-[(1R,4R)-4-(3-methanesulfonylazetidin-1-yl)cyclohexyl]-1-(2,2,2-trifluoroethyl)-1H-indol-4-amine CS(=O)(=O)C1=CC(=C(C=C1)NCC#CC=1N(C=2C=CC=C(C2C1)NC1CCC(CC1)N1CC(C1)S(=O)(=O)C)CC(F)(F)F)OC